isopropyl (S)-2-((S)-3-(5-cyano-1H-indol-3-yl)-2-methoxypropanamido)-6-diazo-5-oxohexanoate C(#N)C=1C=C2C(=CNC2=CC1)C[C@@H](C(=O)N[C@H](C(=O)OC(C)C)CCC(C=[N+]=[N-])=O)OC